BrC1=NN(C2=CC(=C(C=C12)N)C)C1OCCCC1 bromo-6-methyl-1-tetrahydropyran-2-yl-indazol-5-amine